5-Anilino-3-oxo-1,2-thiazole-4-carbonitrile N(C1=CC=CC=C1)C1=C(C(NS1)=O)C#N